methyl 6-(2-methyl-2H-1,2,3-triazole-4-yl)nicotinate CN1N=CC(=N1)C1=NC=C(C(=O)OC)C=C1